4-[6-(difluoromethoxy)pyridazine-3-carbonyl]-10,10-dimethyl-9-oxo-1-oxa-4-azaspiro[5.5]undec-7-ene-8-carbonitrile FC(OC1=CC=C(N=N1)C(=O)N1CCOC2(C1)C=C(C(C(C2)(C)C)=O)C#N)F